N1(CCCCC1)C(=O)O piperidine-1-carboxylic acid